Methyl-VinylEther COC=C